o-mercaptobenzoic acid SC1=C(C(=O)O)C=CC=C1